2'-Fluorochalcone FC1=C(C(/C=C/C2=CC=CC=C2)=O)C=CC=C1